1-(3,4-dichlorophenyl)piperidin-3-amine ClC=1C=C(C=CC1Cl)N1CC(CCC1)N